ClC1=C(C(=CC=C1Cl)O)[C@H]1C[C@H]2CC(CC(N2C1)=O)N1CC(C1)O (2R,8aS)-2-(2,3-dichloro-6-hydroxyphenyl)-7-(3-hydroxyazetidin-1-yl)-hexahydro-1H-indolizin-5-one